ClC1=CC=C2C(=N1)N(C=N2)COCC[Si](C)(C)C 5-chloro-3-((2-(trimethylsilyl)ethoxy)methyl)-3H-imidazo[4,5-b]pyridine